4-methylpiperidin-3-one hydrochloride Cl.CC1C(CNCC1)=O